N-(4-((benzyloxy)methyl)phenyl)-4-methoxy-3-(5-methyl-6-(methylsulfonamido)pyrazin-2-yl)benzamide C(C1=CC=CC=C1)OCC1=CC=C(C=C1)NC(C1=CC(=C(C=C1)OC)C1=NC(=C(N=C1)C)NS(=O)(=O)C)=O